N=1C=CN2C1C=CC=C2N2C(NC1=C2C=CC=C1)=O 1-(imidazo[1,2-a]pyridin-5-yl)-1H-benzo[d]imidazol-2(3H)-one